5-(trifluoromethyl)isobenzofuran-1,3-dione FC(C=1C=C2C(OC(C2=CC1)=O)=O)(F)F